BrC1=C(C=C2C(=NC(=NC2=C1OC1CC1)Cl)N1C(CN(CC1)C(=O)OC(C)(C)C)C)OC tert-butyl 4-(7-bromo-2-chloro-8-cyclopropoxy-6-methoxyquinazolin-4-yl)-3-methylpiperazine-1-carboxylate